N1C=NC2=C1C=CC(=C2)N2C([C@H]([C@H]2C2=C(C=C(C=C2F)C2CC2)F)C2CC2)=O (3S,4S)-1-(1H-benzo[d]imidazol-5-yl)-3-cyclopropyl-4-(4-cyclopropyl-2,6-difluorophenyl)azetidin-2-one